1-[4-(5,5-dimethyl-2-oxo-1,3-oxazolidin-3-yl)-2-fluorophenyl]-5-methoxy-3-(1-phenyl-1H-pyrazol-5-yl)pyridazin-4(1H)-one CC1(CN(C(O1)=O)C1=CC(=C(C=C1)N1N=C(C(C(=C1)OC)=O)C1=CC=NN1C1=CC=CC=C1)F)C